BrC=1N=C(N(C1)CC1=CC=C(C=C1)C1=NOC(=N1)C(F)(F)F)C 3-[4-[(4-bromo-2-methyl-imidazol-1-yl)methyl]phenyl]-5-(trifluoromethyl)-1,2,4-oxadiazole